6-chloro-4-((cyclopropylmethyl)(propyl)amino)-1-methylpyrido[3,2-d]pyrimidin-2(1H)-one ClC=1C=CC=2N(C(N=C(C2N1)N(CCC)CC1CC1)=O)C